C1=CC=CC=2C3=CC=CC=C3N(C12)C1=CC=C(C=C1)C1=CC(=CC(=C1)C#N)C#N 4'-(9H-carbazol-9-yl)biphenyl-3,5-dimethanonitrile